FC(C1=NN=C(O1)[C@@H](CCCN1C(C2=CC(=C(C=C2C=C1)C1=NC=C(C=N1)C(F)(F)F)F)=O)NC=1C=NNC(C1C(F)(F)F)=O)F 2-[(4R)-4-[5-(difluoromethyl)-1,3,4-oxadiazol-2-yl]-4-[[6-oxo-5-(trifluoromethyl)-1H-pyridazin-4-yl]amino]butyl]-7-fluoro-6-[5-(trifluoromethyl)pyrimidin-2-yl]isoquinolin-1-one